CC(C(OCCCCOP(OCCCCOC(C(C)(C)C)=S)N(C(C)C)C(C)C)=S)(C)C ((((diisopropylamino) phosphanediyl) bis(oxy)) bis(butane-4,1-diyl)) bis(2,2-dimethylpropanethioate)